C(C)(C)(C)N(C(=O)OCCNC(C(O)C)=O)N=C(CC)C N-Lactoyl-Ethanolamine tert-Butyl-N-[1-methylpropylideneamino]carbamate